C(C(C)C)C1=CC(=C(C=C1)CC\C=[N+](/CC(CCCCCCCCC)C)\[O-])C (E)-3-(4-isobutyl-2-methylphenyl)-N-(2-methylundecyl)propan-1-imine oxide